OB1OCC1C1CCN(CC1)C(=O)OC(C)(C)C tert-butyl 4-(2-hydroxy-1,2-oxaboretan-3-yl)piperidine-1-carboxylate